2-(adamantan-1-yl)-2-hydroxy-2-(5-methylthiophene-2-yl)-N-((tetrahydrofuran-3-yl)methyl)acetamide C12(CC3CC(CC(C1)C3)C2)C(C(=O)NCC2COCC2)(C=2SC(=CC2)C)O